CN(C)CC=1C=C2N(C(=NN(C2=O)CC(=O)NC2=NC=NC=C2)C(C)C)C1 2-(7-((dimethylamino)methyl)-4-isopropyl-1-oxopyrrolo[1,2-d][1,2,4]triazin-2(1H)-yl)-N-(pyrimidin-4-yl)acetamide